C(C)(C)(C)OC(=O)NC1CC(C1)OC1=NC=C(C=C1COC(=O)C=1C=NN2C1N=CC=C2)F ((2-((1s,3s)-3-((tert-butyloxycarbonyl)amino) cyclobutoxy)-5-fluoropyridin-3-yl)methyl)pyrazolo[1,5-a]pyrimidin-3-carboxylate